trihexyl-nickel phosphate P(=O)(O)(O)O.C(CCCCC)[Ni](CCCCCC)CCCCCC